2-(6-{1-[(5S)-5,6-dihydroxy-2-methylhexane-3-yl]azetidin-3-yl}-3-methylimidazo[1,5-a]pyridin-8-yl)-N-ethyl-5-fluoro-N-(isopropyl)benzamide O[C@@H](CC(C(C)C)N1CC(C1)C=1C=C(C=2N(C1)C(=NC2)C)C2=C(C(=O)N(C(C)C)CC)C=C(C=C2)F)CO